[N+](=[N-])=C1C(C=CC2=CC=C(C=C12)OC)=O 1-diazo-7-methoxy-naphthalen-2(1H)-one